boron sodium borohydride [BH4-].[Na+].[B+3].[BH4-].[BH4-].[BH4-]